1,4-bis([3-ethyl-3-oxetanylmethoxy]methyl)benzene C(C)C1(COC1)COCC1=CC=C(C=C1)COCC1(COC1)CC